CC1=CC=C(C=C1)S(=O)(=O)NN=C(C1=CC(=CC=C1)C)C1=CC=CC=C1 3-methylbenzophenone-p-toluenesulfonylhydrazone